tert-butyl (3-(2-(methylsulfonyl)-7-oxo-6-phenylpyrido[2,3-d]pyrimidin-8(7H)-yl)phenyl)carbamate CS(=O)(=O)C=1N=CC2=C(N1)N(C(C(=C2)C2=CC=CC=C2)=O)C=2C=C(C=CC2)NC(OC(C)(C)C)=O